NC1=CC=C(C=C1)S(=O)(=O)NNC(=N)N 4-amino-N-guanidinobenzenesulfonamide